BrC1=CC=C2C(C(N(C(C2=C1)=O)C1C(NC(CC1)=O)=O)=O)C(C(=O)N)CCCCC (7-bromo-N-(2,6-dioxopiperidin-3-yl)-1,3-dioxoisoquinolin-4-yl)heptanamide